3-{(3R,5aR,6R,7R,8aS)-7-hydroxy-6-[(1E,3R)-3-hydroxy-4-phenoxy-1-buten-1-yl]octahydro-2H-cyclopenta[b]oxepin-3-yl}benzoic acid O[C@H]1[C@@H]([C@@H]2[C@@H](OC[C@H](CC2)C=2C=C(C(=O)O)C=CC2)C1)\C=C\[C@H](COC1=CC=CC=C1)O